C1(CC1)C#CC(=O)NCCCN(CCCCCCCC(=O)OCCC(CCCC)CCCC)CCCCCCCC(=O)OC(CCCCCCCC)CCCCCCCC 3-butylheptyl 8-((3-(3-cyclopropylpropiolamido)propyl)(8-(heptadecan-9-yloxy)-8-oxooctyl)amino)octanoate